methyl (R)-3-((tert-butoxycarbonyl)amino)-2-methylenebutanoate C(C)(C)(C)OC(=O)N[C@@H](C(C(=O)OC)=C)C